C(=O)(C=1C(OC2=CC(=CC(=C2C1)OC)OC)=O)C=1C(OC2=CC(=CC(=C2C1)OC)OC)=O 3,3'-carbonylbis(5,7-dimethoxycoumarin)